N-(2-methoxy-4-(4-methylpiperazin-1-yl)phenyl)-4-(2-(methylsulfonyl)phenoxy)-7H-pyrrolo[2,3-d]pyrimidin-2-amine COC1=C(C=CC(=C1)N1CCN(CC1)C)NC=1N=C(C2=C(N1)NC=C2)OC2=C(C=CC=C2)S(=O)(=O)C